(3S)-3-({N-[(4-methoxy-1H-indol-2-yl) carbonyl]-L-leucyl}amino)-2-oxo-4-[(3S)-2-oxopyrrolidin-3-yl]butyl 1-methyl-1H-pyrazole-3-carboxylate CN1N=C(C=C1)C(=O)OCC([C@H](C[C@H]1C(NCC1)=O)NC([C@@H](NC(=O)C=1NC2=CC=CC(=C2C1)OC)CC(C)C)=O)=O